ethyl 1-[2-[1-[(4-ethylphenyl)methyl]-5-oxopyrrolidin-2-yl]acetyl]piperidine-2-carboxylate C(C)C1=CC=C(C=C1)CN1C(CCC1=O)CC(=O)N1C(CCCC1)C(=O)OCC